C(#N)N=S(=O)(NC(NC1=C2CCCC2=CC=2CCCC12)=O)\C=C\[C@@H]1N(CCC1)S(=O)(=O)C (E)-N'-cyano-N-((1,2,3,5,6,7-hexahydro-s-indacen-4-yl)carbamoyl)-2-((R)-1-(methylsulfonyl)pyrrolidin-2-yl)ethene-1-sulfonimidamide